fluoro-3,5-dimethoxyaniline FNC1=CC(=CC(=C1)OC)OC